ClC=1C=C(C=C(C1OC1=CN(C(C=C1)=O)C1CC1)Cl)N1N=C(C(NC1=O)=O)NC(OCCCC)=O butyl (2-(3,5-dichloro-4-((1-cyclopropyl-6-oxo-1,6-dihydropyridin-3-yl)oxy)phenyl)-3,5-dioxo-2,3,4,5-tetrahydro-1,2,4-triazin-6-yl)carbamate